C(C)(C)OC(CNC(=O)C=CC(=O)[O-])OC(C)C 3-[N-(2,2-diisopropoxyethyl)carbamoyl]propenoate